1-(triethoxysilylpropyl)-3-dodecyl-imidazole tetrafluoroborate F[B-](F)(F)F.C(C)O[Si](OCC)(OCC)CCCN1CN(C=C1)CCCCCCCCCCCC